tert-butyl (R)-4-(bis(4-fluorophenyl)methyl)-3-methylpiperazine-1-carboxylate FC1=CC=C(C=C1)C(N1[C@@H](CN(CC1)C(=O)OC(C)(C)C)C)C1=CC=C(C=C1)F